ClC=1C=C2CC(N(C2=C(C1)C(=O)N[C@@H](C)C1=CC=C(C(=O)O)C=C1)CC1=CC=C(C=C1)Cl)=O 4-((1S)-1-{[5-chloro-1-(4-chlorobenzyl)-2-oxo-2,3-dihydro-1H-indole-7-carbonyl]amino}ethyl)benzoic acid